C1(CC2C(CC1)O2)CC[SiH](C(C)C)OCCOC (3,4-epoxycyclohexyl)ethyl-methoxyethoxyisopropylsilane